NC=1C=2N(C3=CC(=CC=C3N1)C(=O)N1[C@@H](COC[C@@H]1C1=NC=C(C=C1)C(F)(F)F)C)C=NC2 (4-aminoimidazo[1,5-a]quinoxalin-8-yl)((3R,5S)-3-methyl-5-(5-(trifluoromethyl)pyridin-2-yl)morpholino)methanone